Tert-butyl (E)-(1-((2-(((4-(3,5-diethoxystyryl)phenoxy)carbonyl)oxy)ethyl) amino)-1-oxo-3-phenylpropan-2-yl)carbamate C(C)OC=1C=C(/C=C/C2=CC=C(OC(=O)OCCNC(C(CC3=CC=CC=C3)NC(OC(C)(C)C)=O)=O)C=C2)C=C(C1)OCC